Allyl (s)-3-(acetylthio)pyrrolidine-1-carboxylate C(C)(=O)S[C@@H]1CN(CC1)C(=O)OCC=C